(2-(3-(1-acetylpiperidin-4-yl)-7'-fluoro-1'-methyl-1H,1'H-[4,6'-biindazol]-1-yl)acetyl)glycylglycine C(C)(=O)N1CCC(CC1)C1=NN(C=2C=CC=C(C12)C1=CC=C2C=NN(C2=C1F)C)CC(=O)NCC(=O)NCC(=O)O